gallic acid-13C [13C](C1=CC(O)=C(O)C(O)=C1)(=O)O